3-{[4-(2-hydroxyethyl)-1H-1,3-benzodiazol-2-yl]amino}-N-methyl-3-[3-(trifluoromethyl)phenyl]propanamide OCCC1=CC=CC=2NC(=NC21)NC(CC(=O)NC)C2=CC(=CC=C2)C(F)(F)F